(2-((2-methylundec-1-en-1-yl)oxy)ethoxy)benzene CC(=COCCOC1=CC=CC=C1)CCCCCCCCC